(E)-N-(4-(1-(4-(1-(3-(2-(2-((2-(2,6-dioxopiperidin-3-yl)-1-oxoisoindolin-4-yl)amino)ethoxy)ethoxy)propanoyl)piperidin-4-yl)benzoyl)piperidin-4-yl)butyl)-3-(pyridin-3-yl)acrylamide O=C1NC(CCC1N1C(C2=CC=CC(=C2C1)NCCOCCOCCC(=O)N1CCC(CC1)C1=CC=C(C(=O)N2CCC(CC2)CCCCNC(\C=C\C=2C=NC=CC2)=O)C=C1)=O)=O